2-((3-cyano-5-methoxy-7-methyl-1H-indol-4-yl)methyl)-2H-pyrazolo-[3,4-b]pyridine-6-carbonitrile C(#N)C1=CNC2=C(C=C(C(=C12)CN1N=C2N=C(C=CC2=C1)C#N)OC)C